C(C)(=O)OC(C(=O)NC1=CC(=C(C=C1)B1OC(C(O1)(C)C)(C)C)C)C1=CC(=CC=C1)CC 1-(3-ethylphenyl)-2-((3-methyl-4-(4,4,5,5-tetramethyl-1,3,2-dioxaborolan-2-yl)phenyl)amino)-2-oxoethyl acetate